rhodium-silicon dioxide [Si](=O)=O.[Rh]